ClC=1C(=NC=C(C1)N1N=C2N(C1=O)[C@@H](CC2)C2=CC=CC=C2)OC2=C(N=C(S2)C(=O)N)C (S)-5-((3-chloro-5-(3-oxo-5-phenyl-6,7-dihydro-3H-pyrrolo[2,1-c][1,2,4]triazol-2(5H)-yl)pyridin-2-yl)oxy)-4-methylthiazole-2-carboxamide